N2-(4-chlorobenzyl)-N2-ethyl-1,3,4-thiadiazole-2,5-diamine ClC1=CC=C(CN(C=2SC(=NN2)N)CC)C=C1